The molecule is an organofluorine compound, a phosphinamidate and a member of morpholines. It has a role as a nonionic surfactant. C1COCCN1P(=O)(N2CCOCC2)OCCC(C(C(C(C(C(C(C(F)(F)F)(F)F)(F)F)(F)F)(F)F)(F)F)(F)F)(F)F